tert-butyl 4-(4-(4-chloro-1H-pyrrolo[2,3-b]pyridin-5-yl)thiazol-2-yl)-3-oxopiperazine-1-carboxylate ClC1=C2C(=NC=C1C=1N=C(SC1)N1C(CN(CC1)C(=O)OC(C)(C)C)=O)NC=C2